COC=1C=C2N=C3C=CC(=CC3=NC2=C(C1O)OC)S(=O)(=O)O 7,9-dimethoxy-8-hydroxyphenazine-2-sulfonic acid